FC1=CC=C(C=C1)N1N=CC2=CC(=CC=C12)N1[C@H]([C@@H](C(C1=O)(C)C)NC(=O)C1=NC=CC=N1)C1=CC=CC=C1 N-((2S,3R)-1-(1-(4-fluorophenyl)-1H-indazol-5-yl)-4,4-dimethyl-5-oxo-2-phenylpyrrolidin-3-yl)pyrimidine-2-carboxamide